NC1=C2N=CN(C2=NC(=N1)F)C1C[C@@H]([C@](O1)(CO)C#C)O (2R,3S)-5-(6-amino-2-fluoro-9H-purin-9-yl)-2-ethynyl-2-(hydroxymethyl)tetrahydrofuran-3-ol